5-[5-({1-[(2E)-2-(aminomethyl)-3-fluoroprop-2-en-1-yl]-5-oxo-1,5-dihydro-4H-1,2,4-triazol-4-yl}methyl)thiophen-2-yl]-1-cyclopropylpyridin-2(1H)-one NC/C(/CN1N=CN(C1=O)CC1=CC=C(S1)C=1C=CC(N(C1)C1CC1)=O)=C\F